(1S,3R)-3-acetylamino-N-(5-chloro-4-(7-cyano-2,2-dimethyl-2,3-dihydro-1H-pyrrolizin-5-yl)pyridin-2-yl)cyclohexane-1-carboxamide C(C)(=O)N[C@H]1C[C@H](CCC1)C(=O)NC1=NC=C(C(=C1)C=1N2CC(CC2=C(C1)C#N)(C)C)Cl